CNC(=O)N1CC2OCCNC2C1 N-methyl-hexahydropyrrolo[3,4-b][1,4]oxazine-6(2H)-carboxamide